C[C@@H]1N(CCCC1)C1=NC(=CC(=N1)N1C[C@H]2C([C@H]2C1)CS(=O)[O-])C(F)(F)F.[Na+] sodium ((1R,5S,6S)-3-(2-((S)-2-methylpiperidin-1-yl)-6-(trifluoromethyl)pyrimidin-4-yl)-3-azabicyclo[3.1.0]hexan-6-yl)methanesulfinate